4-(5-(((tert-butylsulfinyl)imino)(4-fluorophenyl)methyl)-pyrimidin-2-yl)piperazine-1-carboxylic acid tert-butyl ester C(C)(C)(C)OC(=O)N1CCN(CC1)C1=NC=C(C=N1)C(C1=CC=C(C=C1)F)=NS(=O)C(C)(C)C